1-[(5-{2-[(1R)-1-[(2-amino-5-bromopyridin-3-yl)oxy]ethyl]4-fluorophenyl}pyrimidin-4-yl)methyl]-1H-imidazole-4-carbonitrile NC1=NC=C(C=C1O[C@H](C)C1=C(C=CC(=C1)F)C=1C(=NC=NC1)CN1C=NC(=C1)C#N)Br